C(C1=CC=CC=C1)C1=NN=C(O1)C(=O)NCC1=CC=C(C=C1)N1C=NC2=C1C=CC(=C2)C(NC)=O 5-Benzyl-N-(4-(5-(methylcarbamoyl)-1H-benzo[d]imidazol-1-yl)benzyl)-1,3,4-oxadiazol-2-carboxamide